OC=1C=C(C2=C(/C=C/CCCC(CCC[C@@H](OC2=O)C)=O)C1)O (3S,11E)-14,16-dihydroxy-3-methyl-3,4,5,6,9,10-hexahydro-1H-2-benzoxacyclotetradecin-1,7(8H)-dione